BrC=1C=NC2=CC=CC=C2C1C#N 3-Bromoquinoline-4-carbonitrile